FC=1C(=C2C(=NC1)NC(=N2)C2CCOCC2)C2CCN(CC2)C(=O)OC(C)(C)C tert-butyl 4-[6-fluoro-2-(oxan-4-yl)-3H-imidazo[4,5-b]pyridin-7-yl]piperidine-1-carboxylate